C(CC)SSSSCCC propyl tetrasulphide